citrulline bitartrate OC(=O)C(O)C(O)C(=O)O.N[C@@H](CCCNC(=O)N)C(=O)O